4-(4-amino-5-isopropoxy-2-methylphenyl)-3,6-dihydropyridine-1(2H)-carboxylic acid tert-butyl ester C(C)(C)(C)OC(=O)N1CCC(=CC1)C1=C(C=C(C(=C1)OC(C)C)N)C